CC1=NN(C(=C1B1OC(C(O1)(C)C)(C)C)C)CC(=O)OC(C)(C)C tert-butyl [3,5-dimethyl-4-(4,4,5,5-tetramethyl-1,3,2-dioxaborolan-2-yl)-1H-pyrazol-1-yl]acetate